N1(CCOCC1)C(CNC(=O)C1=CC2=C(N=CN2)C=C1)=O benzoimidazole-5-carboxylic acid (2-morpholin-4-yl-2-oxo-ethyl)-amide